NC1=NC=CC(=C1Cl)OC1=C(C=C(C=C1)C1=C(C(N(C=C1C1CC1)C1=CC=C(C=C1)F)=O)C(=O)N)F (4-((2-amino-3-chloropyridin-4-yl)oxy)-3-fluorophenyl)-5-cyclopropyl-1-(4-fluorophenyl)-2-keto-1,2-dihydropyridine-3-carboxamide